FC(C(=O)O)(F)F.C(N)(=N)C1=CC=C(CNC([C@H](C)NC(=O)C=2NC(=C(C2)C2=CC=CC=C2)C)=O)C=C1 (S)-N-(1-((4-Carbamimidoylbenzyl)amino)-1-oxopropan-2-yl)-5-methyl-4-phenyl-1H-pyrrole-2-carboxamide Trifluoroacetate salt